C(C1=CC=CC=C1)N1C2CN(C(C1)CC2)C(=O)[O-] 5-benzyl-2,5-diazabicyclo[2.2.2]octane-2-carboxylate